C(C)(C)[C@@H]1CC=C(CC1)CC(C=O)(C)C (S)-3-(4-isopropyl-1-cyclohexen-1-yl)-2,2-dimethylpropanal